cis-4-[1-(Cyclobutyl-methyl)-8-(ethyl-methyl-amino)-2-oxo-8-phenyl-1,3-diazaspiro[4.5]decan-3-yl]-benzonitrile C1(CCC1)CN1C(N(CC12CCC(CC2)(C2=CC=CC=C2)N(C)CC)C2=CC=C(C#N)C=C2)=O